(1R,3R,4R)-2-((3-chloro-2-methylphenyl)glycyl)-N-((S)-1-cyano-2-((R)-2-oxopiperidin-3-yl)ethyl)-5,5-difluoro-2-azabicyclo[2.2.2]octane-3-carboxamide ClC=1C(=C(C=CC1)NCC(=O)N1[C@H]2CC([C@@H]([C@@H]1C(=O)N[C@@H](C[C@@H]1C(NCCC1)=O)C#N)CC2)(F)F)C